2-(6-(((1S,4S,5S,6R)-6-fluoro-1,2,4-trimethyl-2-azabicyclo[2.2.2]octan-5-yl)oxy)pyridazin-3-yl)-5-(1H-imidazol-1-yl)phenol F[C@H]1[C@H]([C@@]2(CN([C@]1(CC2)C)C)C)OC2=CC=C(N=N2)C2=C(C=C(C=C2)N2C=NC=C2)O